FC=1C=NC(=NC1)N1C[C@H]2N(CC1)C([C@H](C2)CCCC=2C=1N(C=CC2)N=CN1)=O (7s,8as)-2-(5-fluoropyrimidin-2-yl)-7-(3-[[1,2,4]triazolo[1,5-a]pyridin-8-yl]propyl)-hexahydropyrrolo[1,2-a]pyrazin-6-one